2,3,4,5,6-pentafluorophenyl 3-(2-{2-[4-(6-methyl-1,2,4,5-tetrazin-3-yl)phenyl]acetamido}-3-[3-oxo-3-(2,3,4,5,6-pentafluorophenoxy)propoxy]propoxy)propanoate CC1=NN=C(N=N1)C1=CC=C(C=C1)CC(=O)NC(COCCC(=O)OC1=C(C(=C(C(=C1F)F)F)F)F)COCCC(OC1=C(C(=C(C(=C1F)F)F)F)F)=O